CN1N=C(C=C1)[C@@H]1[C@H](C1)C1=NN=C(S1)N 5-((1S,2S)-2-(1-methyl-1H-pyrazol-3-yl)cyclopropyl)-1,3,4-thiadiazol-2-amine